C(C)(C)(C)OC(NCCOC1=CC(=C(C=C1)C=CC(CC(C=CC1=C(C=C(C=C1)OCCNC(=O)OC(C)(C)C)OCCCCCCCC)=O)=O)OCCCCCCCC)=O [2-(4-{7-[4-(2-tert-butoxycarbonylamino-ethoxy)-2-octyloxy-phenyl]-3,5-dioxo-hepta-1,6-dienyl}-3-octyloxy-phenoxy)-ethyl]-carbamic acid tert-butylester